Tert-butyl (2R,3S)-2-methyl-3-((6-(methylcarbamoyl)pyridin-3-yl)oxy)azetidine-1-carboxylate C[C@H]1N(C[C@@H]1OC=1C=NC(=CC1)C(NC)=O)C(=O)OC(C)(C)C